C(C(=C)C)(=O)OCCOC1=CC=C(C=C1)C(C)C 2-[4-(2-methacryloyloxyethoxy)phenyl]-propan